5-(8-(4-Chlorophenyl)-2-imino-3-methyl-2,3-dihydro-1H-imidazo[4,5-c]quinolin-1-yl)-4-methyl-2-morpholinobenzonitrile ClC1=CC=C(C=C1)C1=CC=2C3=C(C=NC2C=C1)N(C(N3C=3C(=CC(=C(C#N)C3)N3CCOCC3)C)=N)C